C(#N)C1(CC1)NC(=O)C=1N=C2N(N=C(C(=C2)C)N2CC=3C=C(C=NC3CC2)C(F)(F)F)C(C1)=O N-(1-cyanocyclopropyl)-8-methyl-4-oxo-7-(3-(trifluoromethyl)-7,8-dihydro-1,6-naphthyridin-6(5H)-yl)-4H-pyrimido[1,2-b]pyridazine-2-carboxamide